tert-butyl (1-(7-phenylthieno[3,2-d]pyrimidin-4-yl)piperidin-4-yl)carbamate C1(=CC=CC=C1)C1=CSC2=C1N=CN=C2N2CCC(CC2)NC(OC(C)(C)C)=O